FC(C(=O)O)(F)F.ClC1=C(C=C(OCC(=O)NC23COC(CC2)(CC3)C(=O)NC=3C=NC(=CC3)OC(F)(F)F)C=C1)F 4-[2-(4-chloro-3-fluorophenoxy)acetamido]-N-[6-(trifluoromethoxy)pyridin-3-yl]-2-oxabicyclo[2.2.2]octane-1-carboxamide trifluoroacetate salt